BrC=1SC(=CN1)C(=O)N1CCOCC1 (2-bromothiazol-5-yl)-morpholino-methanone